2-amino-4-oxo-5-(4-(trifluoromethyl)phenyl-2,3,5,6-d4)-4,5-dihydrofuran-3-yl (phenyl-d5)methanesulfonate C1(=C(C(=C(C(=C1[2H])[2H])[2H])[2H])[2H])CS(=O)(=O)OC1=C(OC(C1=O)C1=C(C(=C(C(=C1[2H])[2H])C(F)(F)F)[2H])[2H])N